C(C1=CC=CC=C1)(C1=CC=CC=C1)(C1=CC=CC=C1)C=1OC=CC1 trityl-OXOl